2-(4,4-difluoro-3-methylpiperidin-1-yl)-4,6-dimethyl-N-(2-((R)-S-methylsulfonimidoyl)pyridin-4-yl)-5-(trifluoromethyl)nicotinamide FC1(C(CN(CC1)C1=C(C(=O)NC2=CC(=NC=C2)[S@@](=O)(=N)C)C(=C(C(=N1)C)C(F)(F)F)C)C)F